C(C1=CC=CC=C1)N(S(=O)(=O)C1=CC=C(C(=O)NC2=CC3=C(N=C(S3)C)C=C2)C=C1)C 4-(benzyl-methyl-sulfamoyl)-N-(2-methyl-benzothiazol-6-yl)-benzamide